(3-(difluoromethyl)azetidin-1-yl)methanone FC(C1CN(C1)C=O)F